O1C(=CC2=C1C=CC=C2)C2=CC=C(C=C2)NC([C@H](CC2=CC1=CC=CC=C1C=C2)NC2=CC=C(C(=O)NCCC(=O)OCC)C=C2)=O Ethyl (S)-3-(4-((1-((4-(benzofuran-2-yl)phenyl)amino)-3-(naphthalen-2-yl)-1-oxopropan-2-yl)amino)benzamido)propanoate